4-isothiocyanato-2-methylthio-benzonitrile N(=C=S)C1=CC(=C(C#N)C=C1)SC